FC=1C=C(C=CC1OC)C1=CC=C(N=N1)NC1C[C@@H]2[C@@H](CN(C2)CC2CCOCC2)C1 (3aR,5s,6aS)-N-[6-(3-fluoro-4-methoxy-phenyl)pyridazin-3-yl]-2-(tetrahydropyran-4-ylmethyl)-3,3a,4,5,6,6a-hexahydro-1H-cyclopenta[c]pyrrol-5-amine